[1-methyl-2-(4-methyl-2,3-dihydro-1H-indol-5-yl)pyrrolo[2,3-c]pyridin-5-yl]cyclopropanecarboxamide CN1C(=CC=2C1=CN=C(C2)C2(CC2)C(=O)N)C=2C(=C1CCNC1=CC2)C